1-(4-fluorophenyl)-2-oxoazacyclopentane-4-carboxylic acid methyl ester COC(=O)C1CC(N(C1)C1=CC=C(C=C1)F)=O